C1(CC1)(C(=O)OCCl)C(=O)OCCl Bis(chloromethyl) cyclopropane-1,1-dicarboxylate